tert-butyl 2-(6-cyano-1-methyl-2-oxo-1,5-naphthyridin-4-yl)-1,3,3a,4,6,6a-hexahydropyrrolo[3,4-c]pyrrole-5-carboxylate C(#N)C=1N=C2C(=CC(N(C2=CC1)C)=O)N1CC2CN(CC2C1)C(=O)OC(C)(C)C